C(#N)C=1C=CC(=C(C1)N1C[C@H](CCC1)C(=O)O)[N+](=O)[O-] (S)-1-(5-CYANO-2-NITROPHENYL)PIPERIDINE-3-CARBOXYLIC ACID